tert-butyl N-[2-[1-(2,2,2-trifluoroethyl)pyrazol-4-yl]thiazol-4-yl]carbamate FC(CN1N=CC(=C1)C=1SC=C(N1)NC(OC(C)(C)C)=O)(F)F